C(C)(C)CN(CC(=O)O)C(CCCCCCCCCCC)=O.C(C)(C)OC(CN(C)C(CCCCCCCCCCC)=O)=O Lauroyl-sarcosine isopropyl ester (Isopropyl Lauroyl Sarcosinate)